N-(2-(3-ethyl-3-methyl-2-phenylcyclobut-1-enyl)phenyl)acetamide S-((cis)-4-Hydroxy-4-methylcyclohexyl)ethanethioate OC1(CCC(CC1)S=C(C)O)C.C(C)C1(C(=C(C1)C1=C(C=CC=C1)NC(C)=O)C1=CC=CC=C1)C